FC1=NC(=CC=C1B(O)O)F 2,6-difluoro-pyridine-3-boronic acid